3-(3-methyl-4-((methyl(6-(piperidin-1-yl)hexyl)amino)methyl)-2-oxo-2,3-dihydro-1H-benzo[d]imidazol-1-yl)piperidine-2,6-dione CN1C(N(C2=C1C(=CC=C2)CN(CCCCCCN2CCCCC2)C)C2C(NC(CC2)=O)=O)=O